1-[2-(2,2-difluoroethoxy)-5-fluoro-4-pyridinyl]-3,3-dimethyl-N-(3-methyl-1,1-dioxo-thietan-3-yl)-2-oxo-indoline-5-carboxamide FC(COC1=NC=C(C(=C1)N1C(C(C2=CC(=CC=C12)C(=O)NC1(CS(C1)(=O)=O)C)(C)C)=O)F)F